C(C)C1=C(C(=C(C=C1C(=O)O)C(=O)O)CC)CO diethyl-5-(hydroxymethyl)isophthalic acid